(S)-(4-(2,2-dimethyltetrahydro-2H-pyran-4-yl)phenyl)hydrazine CC1(OCC[C@@H](C1)C1=CC=C(C=C1)NN)C